3-(2,3-dihydroxypropoxy)-1-propanesulfonic acid OC(COCCCS(=O)(=O)O)CO